C(CCCCCC\C=C/C=C\C)O (Z,Z)-8,10-dodecadien-ol